2,5-diisocyanatotetrahydrothiophene 2,4,6-trimethylbenzoyl-phenylphosphonate CC1=C(C(=O)C2=C(C=CC=C2)P(O)(O)=O)C(=CC(=C1)C)C.N(=C=O)C1SC(CC1)N=C=O